The molecule is a fluorogenic cyanine dye in which N-(3-sulfopropyl)quinolinium is linked to a 1,3,3-trimethyldihydroindole via a propan-1-yl-3-ylidene chain to form a conjugated system. It has a role as a fluorescent dye. It is a quaternary ammonium salt, a cyanine dye and a zwitterion. CC\\1(C2=CC=CC=C2N(/C1=C/C=C/C3=CC=[N+](C4=CC=CC=C34)CCCS(=O)(=O)[O-])C)C